NC12CC(C1)(C2)C(=O)NC 3-amino-N-methyl-bicyclo[1.1.1]pentane-1-Carboxamide